N1CC(CC(C1)O)O piperidine-3,5-diol